2-(4-((2-(dimethylamino)ethyl)(methyl)amino)-2-methoxy-5-nitrophenylamino)-4-(m-tolylamino)pyrimidine-5-carbonitrile CN(CCN(C1=CC(=C(C=C1[N+](=O)[O-])NC1=NC=C(C(=N1)NC=1C=C(C=CC1)C)C#N)OC)C)C